4',6'-bis(4-(3-methyl-9H-carbazol-9-yl)phenyl)-[1,1':2',1''-terphenyl] CC=1C=CC=2N(C3=CC=CC=C3C2C1)C1=CC=C(C=C1)C=1C=C(C(=C(C1)C1=CC=C(C=C1)N1C2=CC=CC=C2C=2C=C(C=CC12)C)C1=CC=CC=C1)C1=CC=CC=C1